isopropyl-N-(tert-butoxycarbonyl)-O-(methylsulfonyl)serine C(C)(C)N([C@@H](COS(=O)(=O)C)C(=O)O)C(=O)OC(C)(C)C